5-[(2R,6S)-2-methyl-6-[[3-(4-piperazin-1-ylphenyl)azetidin-1-yl]methyl]morpholin-4-yl]quinoline-8-carbonitrile C[C@@H]1CN(C[C@@H](O1)CN1CC(C1)C1=CC=C(C=C1)N1CCNCC1)C1=C2C=CC=NC2=C(C=C1)C#N